3-[4-(1,3-benzothiazol-2-ylmethyl)piperazin-1-yl]-N-(cyclopropylmethyl)-4-(2H-tetrazol-5-yl)aniline S1C(=NC2=C1C=CC=C2)CN2CCN(CC2)C=2C=C(NCC1CC1)C=CC2C=2N=NNN2